C(#N)C1=CC=CC(=N1)C1CN(C1)C(=O)OC(C)(C)C tert-butyl 3-(6-cyanopyridin-2-yl)azetidine-1-carboxylate